2-(3,5-dichloro-4-(3-(1-(4-fluorophenyl)ethyl)-4-hydroxybenzyl)phenyl)acetic acid ClC=1C=C(C=C(C1CC1=CC(=C(C=C1)O)C(C)C1=CC=C(C=C1)F)Cl)CC(=O)O